4-(4-(2,2,2-Trifluoroethyl)piperidin-1-yl)pyrrolo[1,2-a]quinoxaline-7-carboxylic acid FC(CC1CCN(CC1)C=1C=2N(C3=CC=C(C=C3N1)C(=O)O)C=CC2)(F)F